5-(bromomethyl)-2-ethynyl-3-fluoropyridine BrCC=1C=C(C(=NC1)C#C)F